(R)-3,5-dichloro-4-(6-((6-((3,3-difluoro-2-hydroxypropyl)amino)pyrimidin-4-yl)amino)-1H-pyrazolo[4,3-c]pyridin-1-yl)benzonitrile ClC=1C=C(C#N)C=C(C1N1N=CC=2C=NC(=CC21)NC2=NC=NC(=C2)NC[C@H](C(F)F)O)Cl